BrC1=CC(=C2C(NC=NC2=C1)=O)O[C@H](C(F)(F)F)C (S)-7-bromo-5-((1,1,1-trifluoropropan-2-yl)oxy)quinazolin-4(3H)-one